N1=C(C=CC=C1)C(CC=C)N 1-(2-pyridinyl)but-3-en-1-amine